ClC1=C(C(=C(C=C1OC)OC)Cl)C1=CC2=C(N=C(N=C2)SC)C(=N1)N1CC(CC1)OC 6-(2,6-dichloro-3,5-dimethoxyphenyl)-8-(3-methoxypyrrolidin-1-yl)-2-(methylthio)pyrido[3,4-d]pyrimidine